(S)-4-chloro-5-(((tetrahydro-2H-pyran-3-yl)methyl)amino)-2-(1-(o-tolyl)piperidin-4-yl)pyridazin-3(2H)-one ClC=1C(N(N=CC1NC[C@H]1COCCC1)C1CCN(CC1)C1=C(C=CC=C1)C)=O